Methyl 4-nitro-2-(4-[(3-methoxy-2-methylbenzyl) (1-tetrahydro-2H-pyran-2-yl-1H-indazol-5-yl)amino]carbonyl-1,5-dimethyl-1H-pyrrol-2-yl)benzoate [N+](=O)([O-])C1=CC(=C(C(=O)OC)C=C1)C=1N(C(=C(C1)C(=O)N(C=1C=C2C=NN(C2=CC1)C1OCCCC1)CC1=C(C(=CC=C1)OC)C)C)C